4-(6,7-difluoro-3-quinolylamino)-2-{5-methoxy-4-[(1s,3s)-3-(dimethylamino)cyclobutoxy]-2-toluidino}pyrimidine FC=1C=C2C=C(C=NC2=CC1F)NC1=NC(=NC=C1)NC=1C(=CC(=C(C1)OC1CC(C1)N(C)C)OC)C